ClC=1C=CC2=C(C3=C(O2)C=CC=C3C3=CC=CC=C3)C1 8-chloro-1-phenyldibenzo[b,d]furan